OC(COC=1C(=C(C2=CC=C(C=C2C1)C1=CC=CC2=CC=CC=C12)C1=CC=CC2=CC(=CC=C12)C1=CC=CC2=CC=CC=C12)OCC(C)O)C bis(2-hydroxypropoxy)-6,6'-bis(naphthalen-1-yl)-1,1'-binaphthyl